(1R,2S,5S)-3-[(2S)-2-amino-3,3-dimethyl-butanoyl]-N-[cyano(isoxazol-3-yl)methyl]-6,6-dimethyl-3-azabicyclo[3.1.0]hexane-2-carboxamide N[C@H](C(=O)N1[C@@H]([C@H]2C([C@H]2C1)(C)C)C(=O)NC(C1=NOC=C1)C#N)C(C)(C)C